C(C)(C)(C)OC(=O)N1C(CN(CC1)CC1=CC=CC=C1)C=1C=NN(C1)C1CC1.FC1=C(C=CC(=C1F)C=1C=NNC1)N1CC(N(CC1)C(=O)N1CCCC1)C (4-(2,3-difluoro-4-(1H-pyrazol-4-yl)phenyl)-2-methylpiperazin-1-yl)(pyrrolidin-1-yl)methanone tert-butyl-4-benzyl-2-(1-cyclopropylpyrazol-4-yl)piperazine-1-carboxylate